C(C(C)C)SC=1N=CC2=C(N1)CCN(C2=O)CCC(=O)OC(C)(C)C tert-butyl 3-(2-isobutylthio-5-oxo-7,8-dihydropyrido[4,3-d]pyrimidin-6(5H)-yl)propanoate